4-methylsulfanyl-2-trifluoromethylphenyl-benzamide CSC1=CC(=C(C=C1)C1=C(C(=O)N)C=CC=C1)C(F)(F)F